O1C2=C(OCC1)C=C(C=C2)C2=NN(C=C2)C2=NC(=C1N=C(N(C1=N2)C)C2=CC=NC=C2)N2CCOCC2 4-(2-(3-(2,3-dihydrobenzo[b][1,4]dioxin-6-yl)-1H-pyrazol-1-yl)-9-methyl-8-(pyridin-4-yl)-9H-purin-6-yl)morpholine